ClC1=CC=C(C(=N1)C(=O)O)NC(C)C1=C2C=C(C(=NC2=CC(=C1)C)C1=CC=NC=C1)C1=CC=C(C=C1)F 6-chloro-3-((1-(3-(4-fluorophenyl)-7-methyl-2-(pyridin-4-yl)quinolin-5-yl)ethyl)amino)picolinic acid